NC=1C(=NC(=NC1N1[C@H](CN([C@@H](C1)CC)C(C)C1=CC=C(C=C1)C(F)(F)F)C)Cl)NCC1(CCC1)O 1-(((5-Amino-2-chloro-6-((2S,5R)-5-ethyl-2-methyl-4-(1-(4-(trifluoromethyl)phenyl)ethyl)piperazin-1-yl)pyrimidin-4-yl)amino)methyl)cyclobutan-1-ol